4-morpholinecarbonyl chloride N1(CCOCC1)C(=O)Cl